1-(1-(Azetidin-2-yl)isochinolin-5-yl)-N-(5-chloro-6-(2H-1,2,3-triazol-2-yl)-pyridin-3-yl)-5-(trifluoromethyl)-1H-pyrazol-4-carboxamid N1C(CC1)C1=NC=CC2=C(C=CC=C12)N1N=CC(=C1C(F)(F)F)C(=O)NC=1C=NC(=C(C1)Cl)N1N=CC=N1